(1R,2S)-2-carbamimidamidocyclobutane-1-carboxylic acid N(C(=N)N)[C@@H]1[C@@H](CC1)C(=O)O